N-(5-chloro-6-fluoropyridin-2-yl)-2-(1H-indol-3-yl)-N-methyl-acetamide ClC=1C=CC(=NC1F)N(C(CC1=CNC2=CC=CC=C12)=O)C